CS(=O)(=O)C1=CC=C(C=C1)N1CC2=CC=NC(=C2C=C1)C#C[Si](C)(C)C N-(4-(methylsulfonyl)phenyl)-5-((trimethylsilyl)ethynyl)-2,6-naphthyridin